4-(3-Methylbutanoyl)-N-(piperidin-4-ylmethyl)-3,4-dihydroquinoxaline-1(2H)-carboxamide CC(CC(=O)N1CCN(C2=CC=CC=C12)C(=O)NCC1CCNCC1)C